ClC=1C=CC2=C(N=C(S2)C=2C=CC(=C(OCCCCCCC(=O)NO)C2)OC)C1 7-(5-(5-chlorobenzo[d]thiazole-2-yl)-2-methoxyphenoxy)-N-hydroxyheptanamide